(4,7-difluoro-3-methyl-1-oxo-1,2-dihydroisoquinolin-6-yl)boronic acid FC1=C(NC(C2=CC(=C(C=C12)B(O)O)F)=O)C